C(=C)C=1C=CC(=NC1)C(=O)O 5-vinylpyridin-2-carboxylic acid